5-(4'-chloro-1',2'-dihydrospiro[cyclopropane-1,3'-pyrrolo[2,3-b]pyridin]-5'-yl)-3-methyl-2-oxoindoline-3-carboxamide ClC1=C2C(=NC=C1C=1C=C3C(C(NC3=CC1)=O)(C(=O)N)C)NCC21CC1